COC=1C2=CNN=C2C(=CC1O[C@@H]1COCC1)C(=O)N[C@H](C)C1=CC(=CC=C1)C(F)(F)F 4-methoxy-5-(((S)-tetrahydrofuran-3-yl)oxy)-N-((R)-1-(3-(trifluoromethyl)phenyl)ethyl)-2H-indazole-7-carboxamide